(2-(pyridin-4-yloxy)ethoxy)ethan-1-amine N1=CC=C(C=C1)OCCOC(C)N